2,2',2'',2'''-((2S,5S,8S,11S)-2,5,8,11-tetrakis(4-nitrobenzyl)-1,4,7,10-tetraazacyclododecane-1,4,7,10-tetrayl)tetraacetic acid [N+](=O)([O-])C1=CC=C(C[C@@H]2N(C[C@@H](N(C[C@@H](N(C[C@@H](N(C2)CC(=O)O)CC2=CC=C(C=C2)[N+](=O)[O-])CC(=O)O)CC2=CC=C(C=C2)[N+](=O)[O-])CC(=O)O)CC2=CC=C(C=C2)[N+](=O)[O-])CC(=O)O)C=C1